3β,17α-dihydroxypregn-5-en-20-one CC(=O)[C@]1(CC[C@@H]2[C@@]1(CC[C@H]3[C@H]2CC=C4[C@@]3(CC[C@@H](C4)O)C)C)O